N-hydroxy-3-((6-(quinolin-6-yl)-5-(trifluoromethyl)-1H-benzo[d]imidazol-2-yl)amino)benzamide ONC(C1=CC(=CC=C1)NC1=NC2=C(N1)C=C(C(=C2)C(F)(F)F)C=2C=C1C=CC=NC1=CC2)=O